C(C)(=O)OCCCCCCCC\C=C/C=C/CCCC (Z,E)-9,11-hexadecadienyl acetate